3-(5-(8-benzhydryl-3,8-diazabicyclo[3.2.1]octane-3-carbonyl)-6-fluoro-1-oxoisoindolin-2-yl)piperidine-2,6-dione C(C1=CC=CC=C1)(C1=CC=CC=C1)N1C2CN(CC1CC2)C(=O)C=2C=C1CN(C(C1=CC2F)=O)C2C(NC(CC2)=O)=O